C(C)(C)(C)OC(=O)N1C(C=2N=CN=C(C2CC1)OC1=C(C=C(C=C1)F)Cl)C Tert-butyl-4-(2-chloro-4-fluorophenoxy)-8-methyl-5H,6H,7H,8H-pyrido[3,4-d]pyrimidine-7-carboxylate